OCCN(C(C)=O)C N-(2-hydroxy-ethyl)-N-methyl-acetamide